[1-[3-(3-bromo-2-methyl-phenoxy)propyl]-4-piperidyl]methanol BrC=1C(=C(OCCCN2CCC(CC2)CO)C=CC1)C